(1S,2S,5R)-1-hydroxy-N-[2-(4-hydroxyphenyl)ethyl]-2-isopropyl-5-methyl-cyclohexanecarboxamide O[C@@]1([C@@H](CC[C@H](C1)C)C(C)C)C(=O)NCCC1=CC=C(C=C1)O